NC1=C2C(=NC=N1)N(N=C2I)CC=2OC1=CC=CC=C1C(C2C2=CC=CC=C2)=O 2-((4-Amino-3-iodo-1H-pyrazolo[3,4-d]pyrimidin-1-yl)methyl)-3-phenyl-4H-chromen-4-one